COC1=C(C=CC=C1)C=1NC2=CC=C(C=C2C1C)CN (2-(2-methoxyphenyl)-3-methyl-1H-indol-5-yl)methylamine